ClC1=C(C=C(C=C1)C1=C(C(=O)N)C=CC(=C1)S(=O)(=O)C)C1=NC=CC=C1 (4-chloro-3-(pyridin-2-yl)phenyl)-4-(methylsulfonyl)benzamide